C(CCCCCCCCC)C=1C=CC2=C(N=C(O2)CCNC(OC(C)(C)C)=O)C1 Tert-butyl (2-(5-decylbenzo[d]oxazol-2-yl)ethyl)carbamate